1-(3-azidopropyl)-N2-methyl-ethane-1,2-diamine N(=[N+]=[N-])CCCC(CNC)N